2-[3-tert-butyl-5-octyloxycarbonylethyl-2-hydroxyphenyl]-benzotriazole C(C)(C)(C)C=1C(=C(C=C(C1)CCC(=O)OCCCCCCCC)N1N=C2C(=N1)C=CC=C2)O